(1-(3-(N-((5-(2-(((1s,4s)-4-hydroxy-4-methylcyclohexyl)oxy)pyridin-4-yl)-2,3-dihydro-1H-inden-4-yl)carbamoyl)sulfamoyl)-1H-pyrazol-1-yl)-2-methylpropan-2-yl)boronic acid OC1(CCC(CC1)OC1=NC=CC(=C1)C=1C(=C2CCCC2=CC1)NC(=O)NS(=O)(=O)C1=NN(C=C1)CC(C)(C)B(O)O)C